1-phenyl-2,5-di(2-pyridyl)-phosphole C1(=CC=CC=C1)P1C(=CC=C1C1=NC=CC=C1)C1=NC=CC=C1